BrC1=NC(=CC=C1NC(=O)C1=C(C=CC(=C1)C(F)(F)F)NC1=CC=C(C(=C1CCCNC(OC(C)(C)C)=O)F)F)OC tert-butyl (3-(6-((2-((2-bromo-6-methoxypyridin-3-yl)carbamoyl)-4-(trifluoromethyl)phenyl)amino)-2,3-difluorophenyl)propyl)carbamate